OC1(CN(C1)CCCC)C(C)C (R)-4-(3-hydroxy-3-isopropylazetidin-1-yl)butan